1-(4-(4-methoxyphenyl)piperazin-1-yl)prop-2-en-1-one COC1=CC=C(C=C1)N1CCN(CC1)C(C=C)=O